P(OCCC(OCC)OCC)(OC)=O 3,3-diethoxypropyl methyl phosphonate